FC1=CC(=C(OC=2C=C(C=C(C2)C)C=2C3=C(C(N(C2)C)=O)NC(=C3)C(=O)NC3CCC(CC3)O)C(=C1)C)C 4-(3-(4-fluoro-2,6-dimethylphenoxy)-5-methylphenyl)-N-((1r,4r)-4-hydroxycyclohexyl)-6-methyl-7-oxo-6,7-dihydro-1H-pyrrolo[2,3-c]pyridine-2-carboxamide